(E)-N,N-Dimethyl-4-(4-((5-((Z)-4,4,4-trifluoro-1-(3-fluoro-1-(tetrahydro-2H-pyran-2-yl)-1H-indazol-5-yl)-2-phenylbut-1-en-1-yl)pyridin-2-yl)oxy)piperidin-1-yl)but-2-enamide CN(C(\C=C\CN1CCC(CC1)OC1=NC=C(C=C1)\C(=C(\CC(F)(F)F)/C1=CC=CC=C1)\C=1C=C2C(=NN(C2=CC1)C1OCCCC1)F)=O)C